sulfuric acid barium salt [Ba+2].S([O-])([O-])(=O)=O